benzyl (2R)-2-[(2-hydroxyethoxy)methyl]-3-methylbutanoate OCCOC[C@H](C(=O)OCC1=CC=CC=C1)C(C)C